OC1=C(C2=CC=CC=C2C=C1)O hydroxyl-naphthol